F[C@@H]1C[C@@H](CC1)CC=1OC(=CN1)C=1C=CC(=NC1C1=CC=C2C=CC=NC2=C1)C#N 5-(2-(((1S,3S)-3-Fluorocyclopentyl)methyl)oxazol-5-yl)-6-(chinolin-7-yl)picolinonitril